C(CCCCC)(O)O (R)-hexandiol